4-hydroxythiophene disodium salt [Na].[Na].OC=1C=CSC1